N,N-diethyl-4-(1,2,3,4-tetrahydroquinolin-2-yl)benzamide C(C)N(C(C1=CC=C(C=C1)C1NC2=CC=CC=C2CC1)=O)CC